carvacryl citronellate C(CC(C)CCC=C(C)C)(=O)OC1=CC(C(C)C)=CC=C1C